BrC1=CC=C(C(Cl)Cl)C=C1 4-bromochlorobenzyl chloride